N-Allyl-1-methyl-6-(trifluoromethyl)-1,2-dihydro-3H-benzo[e]indole-3-carboximidamide C(C=C)NC(=N)N1CC(C=2C3=C(C=CC12)C(=CC=C3)C(F)(F)F)C